COC(C1=CC(=CC(=C1)C#N)CCC1=C(C=C(C=C1)C(F)(F)F)Cl)=O 3-(2-(2-chloro-4-(trifluoromethyl)phenyl)ethyl)-5-cyanobenzoic acid methyl ester